C(C)(C)(C)OCC(/C(/C(=O)OCC)=C/N(C)C)=O ethyl (Z)-4-(tert-butoxy)-2-((dimethylamino) methylene)-3-oxobutanoate